COC(C1=CC=C(C=C1)C\C=C\C=O)=O (E)-4-(4-oxo-but-2-en-1-yl)benzoic acid methyl ester